zirconium thulium barium [Ba].[Tm].[Zr]